ClC1=C(C=2N=C(NC(C2C=N1)=O)SC)F 7-chloro-8-fluoro-2-(methylthio)pyrido[4,3-d]pyrimidin-4(3H)-one